4-Chloro-N-(2,3-dihydro-1H-inden-2-yl)-6-((4-fluorophenyl)amino)pyridineamide ClC1=CC(=NC(=C1)NC1=CC=C(C=C1)F)C(=O)NC1CC2=CC=CC=C2C1